4-(Chloromethyl)-2-isopropyl-1,3-dioxolan ClCC1OC(OC1)C(C)C